2-allyl-1,2-benzisothiazol-3(2H)-one 1,1-dioxide C(C=C)N1S(C2=C(C1=O)C=CC=C2)(=O)=O